CNC(=O)C=1C=CC=CC1 3-(methylcarbamoyl)benzene